3-(2-(6-methylnicotinoyl)-2,3,4,5-tetrahydro-1H-pyrido[4,3-b]indol-8-yl)benzonitrile CC1=NC=C(C(=O)N2CC3=C(NC=4C=CC(=CC34)C=3C=C(C#N)C=CC3)CC2)C=C1